FC=1C=C(C=CC1)C1=CC=C(C=C1)C=1NC=NN1 5-(4-(3-fluorophenyl)phenyl)-4H-1,2,4-triazole